BrC1=C(C=C2C(=NC(=NC2=C1F)Cl)N1CC(CCC1)(O)C)[N+](=O)[O-] (7-bromo-2-chloro-8-fluoro-6-nitroquinazoline-4-yl)-3-methylpiperidin-3-ol